1-{6-[(1S,4S)-2,5-diazabicyclo[2.2.1]heptan-2-yl]pyridin-3-yl}-3-iodo-7-methyl-1H-indazole trifluoroacetic acid salt FC(C(=O)O)(F)F.[C@@H]12N(C[C@@H](NC1)C2)C2=CC=C(C=N2)N2N=C(C1=CC=CC(=C21)C)I